(S)-N-[(1R)-1-[4-(Cyclopropylmethoxy)-3-methoxy-phenyl]ethyl]-2-methyl-propane-2-sulfinamide C1(CC1)COC1=C(C=C(C=C1)[C@@H](C)N[S@@](=O)C(C)(C)C)OC